1-[4-(4-amino-1-methyl-1H-pyrazolo[3,4-d]pyrimidin-3-yl)-3-chloro-phenyl]-3-(5-tert-butyl-2-p-tolyl-2H-pyrazol-3-yl)-urea NC1=C2C(=NC=N1)N(N=C2C2=C(C=C(C=C2)NC(=O)NC=2N(N=C(C2)C(C)(C)C)C2=CC=C(C=C2)C)Cl)C